N(=NNC1=CC=CC=C1)NC1=CC=CC=C1 azobisaniline